2-methyl-3,4-dihydro-1(2H)-naphthalenone CC1C(C2=CC=CC=C2CC1)=O